propylcyclohexyl-cyclohexenyl-3,4,5-trifluorobenzene C(CC)C1=C(C(=C(C(=C1C1=CCCCC1)C1CCCCC1)F)F)F